O1CCN(CCC1)C1CCC(CC1)N1C(NC2=C1C=C(C(=C2)C=2C(=C(C=1N(C2)N=CN1)C)C)C(C)C)=O 1-(4-(1,4-oxaazepan-4-yl)cyclohexyl)-5-(7,8-dimethyl-[1,2,4]triazolo[1,5-a]pyridin-6-yl)-6-isopropyl-1,3-dihydro-2H-benzo[d]imidazol-2-one